C(C)OC(C)=O.C=CCCCC hexaneN ethyl-acetate